2-(4,7-Diazaspiro[2.5]octan-7-yl)-7-(2,8-dimethylimidazo[1,2-b]pyridazin-6-yl)thiazolo[3,2-a]pyrimidin-5-on C1CC12NCCN(C2)C2=CN1C(=NC(=CC1=O)C=1C=C(C=3N(N1)C=C(N3)C)C)S2